C1=CC(O)=C2C=3[C@@]45[C@@H](O2)C(=O)C=C[C@H]4[C@@H](CC13)N(C)CC5 Morphinon